6-(2-(methylsulfonyl)ethyl)-4-phenylisoindoline-2-carbonitrile CS(=O)(=O)CCC1=CC(=C2CN(CC2=C1)C#N)C1=CC=CC=C1